(+/-)-N5-((1R,5S,6r)-3-Oxabicyclo[3.1.0]hexan-6-yl)-3-(3-(2-hydroxyethoxy)phenyl)-N7-methyl-2,3-dihydrobenzofuran-5,7-dicarboxamid [C@H]12COC[C@@H]2C1NC(=O)C=1C=C(C2=C(C(CO2)C2=CC(=CC=C2)OCCO)C1)C(=O)NC